BrC1=C(N=CS1)CF 5-bromo-4-(fluoromethyl)thiazole